N-[(cis)-4-hydroxy-1,1-dioxidotetrahydro-thiophen-3-yl]-3-oxo-2-(1,2-thiazol-4-yl)-6-[4-(trifluoromethyl)phenyl]-2,3-dihydropyridazine O[C@@H]1[C@@H](CS(C1)(=O)=O)N1N(C(CC=C1C1=CC=C(C=C1)C(F)(F)F)=O)C=1C=NSC1